CC1=CC2=CC3=C(C=CC=C3C=C2C=C1)C 2,8-dimethylanthracene